FC(S(=O)(=O)OC1=C(C(=CC=C1)\C=C(\C=1N=CC=2CN(CCC2C1)CCCO)/F)Cl)(F)F (Z)-2-chloro-3-(2-fluoro-2-(7-(3-hydroxypropyl)-5,6,7,8-tetrahydro-2,7-naphthyridin-3-yl)vinyl)phenyl trifluoromethanesulfonate